BrC=1C=C(C=C(C1)Br)Cl 3,5-dibromo-chlorobenzene